Ethylhexylacrylat C(C)C=C(C(=O)[O-])CCCCCC